(S)-1-((R)-8-(4'-(1-aminocyclopropyl)-6-fluorobiphenyl-3-ylsulfonyl)-1-oxa-8-azaspiro[4.5]decan-3-ylamino)-3-(3-(1-(hydroxymethyl)cyclopropylsulfonyl)phenoxy)propan-2-ol NC1(CC1)C1=CC=C(C=C1)C1=CC(=CC=C1F)S(=O)(=O)N1CCC2(C[C@H](CO2)NC[C@@H](COC2=CC(=CC=C2)S(=O)(=O)C2(CC2)CO)O)CC1